3-difluoromethyl-N-methoxy-1-methyl-N-[(1S)-1-methyl-2-(2,4,6-trichlorophenyl)ethyl]pyrazole-4-carboxamide FC(C1=NN(C=C1C(=O)N([C@H](CC1=C(C=C(C=C1Cl)Cl)Cl)C)OC)C)F